(S)-quinuclidin-3-yl((R)-6-(4-isopropylphenyl)-2,2-dimethyl-1,2,3,4-tetrahydronaphthalen-1-yl)carbamate N12C[C@H](C(CC1)CC2)OC(N[C@@H]2C(CCC1=CC(=CC=C21)C2=CC=C(C=C2)C(C)C)(C)C)=O